6-methyl-9-acryloyloxy-10-acetoxy-1,4-dihydro-1,4-methanoanthracene CC=1C=C2C(=C3C4C=CC(C3=C(C2=CC1)OC(C=C)=O)C4)OC(C)=O